C(C)(=O)C=1C=C(C=C2C(C(=C(OC12)S(=O)CC)C)=O)C 8-acetyl-2-ethylsulfinyl-3,6-dimethyl-chromen-4-one